FC=1C=C(C=C(C1F)O[C@@H]1COCC1)[C@H]1[C@@H](C1)C=1C=NC(=NC1)C1=NC=CC=N1 trans-5-(2-(3,4-difluoro-5-(((S)-tetrahydrofuran-3-yl)oxy)phenyl)cyclopropyl)-2,2'-bipyrimidine